N1(C=NC=C1)CCCNC(CC(C(=O)OC(CCCCCCCC)CCCCCCCC)CSCCC(=O)OCCCCCC)=O heptadecan-9-yl 4-((3-(1H-imidazol-1-yl)propyl)amino)-2-(((3-(hexyloxy)-3-oxopropyl)thio)methyl)-4-oxobutanoate